4-Hydrazineyl-2-methylbutan N(N)CCC(C)C